ClC=1C=C(C=CC1F)NC(=O)[C@@H]1N(S(N[C@H](C1)C=1SC(=CC1)C=1N=CN(C1)C)(=O)=O)C (3R,5R)-N-(3-chloro-4-fluorophenyl)-2-methyl-5-(5-(1-methyl-1H-imidazol-4-yl)thiophen-2-yl)-1,2,6-thiadiazinane-3-carboxamide 1,1-dioxide